FC=1C=C(C=CC1)[C@H]1COC2=C(CN1C(=O)C1CCOCC1)C=CC(=C2)C(=O)NO (S)-3-(3-fluorophenyl)-N-hydroxy-4-(tetrahydro-2H-pyran-4-carbonyl)-2,3,4,5-tetrahydrobenzo[f][1,4]oxazepine-8-carboxamide